C(=C)[Si](OC)(OC)C Vinyl-methyl-dimethoxysilan